NC1=CC=C(OCC(COC2=CC=C(C=C2)N)(C)C)C=C1 1,3-bis(4-aminophenoxy)2,2-Dimethylpropane